tert-butyl N-{4-propanoylbicyclo[2.1.1]hexan-1-yl}carbamate C(CC)(=O)C12CCC(C1)(C2)NC(OC(C)(C)C)=O